N-((1r,4r)-4-(3-Chloro-4-cyanophenoxy)cyclohexyl)-4-(3-(9-(4-(2,4-dioxotetrahydropyrimidin-1(2H)-yl)-1-isopropyl-1H-indole-6-carbonyl)-3,9-diazaspiro[5.5]undecan-3-yl)propyl)benzamide ClC=1C=C(OC2CCC(CC2)NC(C2=CC=C(C=C2)CCCN2CCC3(CC2)CCN(CC3)C(=O)C3=CC(=C2C=CN(C2=C3)C(C)C)N3C(NC(CC3)=O)=O)=O)C=CC1C#N